N-(6-(5-chloro-6-fluoro-7-(5-methylfuran-3-yl)-1H-indazol-4-yl)imidazo[1,2-a]pyrazin-2-yl)-2-fluorocyclopropane-1-carboxamide ClC=1C(=C2C=NNC2=C(C1F)C1=COC(=C1)C)C=1N=CC=2N(C1)C=C(N2)NC(=O)C2C(C2)F